The molecule is a 1-O-acyl-sn-glycero-3-phosphocholine in which the acyl group is specified as capryl (decanoyl). It is a 1-O-acyl-sn-glycero-3-phosphocholine and a decanoate ester. CCCCCCCCCC(=O)OC[C@H](COP(=O)([O-])OCC[N+](C)(C)C)O